FC(C=1C=CC=2N(C1)C(=NC2C2=CC=C(C=C2)C(F)(F)F)/C=C/C(=O)OCC)(F)F ethyl (E)-3-(6-(trifluoromethyl)-1-(4-(trifluoromethyl)phenyl) imidazo[1,5-a]pyridin-3-yl)acrylate